ClC=1C=C(C=C(C1)Cl)C1(CC(=NO1)N1CC=2C=NC(=CC2C1)C(=O)N1CCC(CC1)(F)F)C(F)(F)F (2-(5-(3,5-dichlorophenyl)-5-(trifluoromethyl)-4,5-dihydroisoxazol-3-yl)-2,3-dihydro-1H-pyrrolo[3,4-c]pyridin-6-yl)(4,4-difluoropiperidin-1-yl)methanone